C[C@H]1[C@H](O1)P(=O)([O-])[O-] The molecule is an organophosphonate oxoanion obtained by deprotonation of the two phosphonate OH groups of (1R,2S)-epoxypropylphosphonic acid. It is a conjugate base of a (1R,2S)-epoxypropylphosphonate(1-).